2-(3,8-diazabicyclo[3.2.1]oct-8-yl)-N-(4,4-difluorocyclohexyl)benzo[d]thiazole-6-sulfonamide C12CNCC(CC1)N2C=2SC1=C(N2)C=CC(=C1)S(=O)(=O)NC1CCC(CC1)(F)F